(S)-2-(difluoromethyl)-5-(4-(4-methoxypyrazolo[1,5-a]pyridin-2-yl)-1,4,6,7-tetrahydro-5H-imidazo[4,5-c]pyridin-5-yl)-1,3,4-oxadiazole FC(C=1OC(=NN1)N1[C@@H](C2=C(CC1)NC=N2)C2=NN1C(C(=CC=C1)OC)=C2)F